3-(2-(Dimethylamino)ethyl)-1H-indol-4-yl L-valinate dihydrochloride Cl.Cl.N[C@@H](C(C)C)C(=O)OC1=C2C(=CNC2=CC=C1)CCN(C)C